4-[6-[2-hydroxy-6-methyl-4-(trifluoromethyl)phenyl]pyrazolo[3,4-b]pyridin-2-yl]bicyclo[2.2.2]octan-1-ol OC1=C(C(=CC(=C1)C(F)(F)F)C)C=1C=CC=2C(N1)=NN(C2)C21CCC(CC2)(CC1)O